F[B-](F)(F)F.OCCN1C=[NH+]C=C1 1-(2-hydroxyethyl)-3-imidazolium tetrafluoroborate